glucosamine HCl Cl.OC1[C@H](N)[C@@H](O)[C@H](O)[C@H](O1)CO